C(C)(C)(C)OC(=O)N1CC(C1)N(C1(CC1)C1=CC(=C(C=C1)F)C(F)(F)F)CC1CC1 3-((cyclopropylmethyl)(1-(4-fluoro-3-(trifluoromethyl)phenyl)cyclopropyl)amino)azetidine-1-carboxylic acid tert-butyl ester